6'-(5-Amino-2-methylphenyl)-2'-(cyclopropylamino)-5',6'-dihydro-7'H-spiro[cyclopropane-1,8'-pyrido[4,3-d]pyrimidin]-7'-one NC=1C=CC(=C(C1)N1CC2=C(N=C(N=C2)NC2CC2)C2(C1=O)CC2)C